ClC1=C(C(=CC=C1)C)N1C=2N(C3=C(C1=O)C=NC(=N3)NC3=CC(=C(C(=C3)C)N3CCC(CC3)N(C)C)F)CCN2 6-(2-Chloro-6-methylphenyl)-2-((4-(4-(dimethylamino)piperidin-1-yl)-3-fluoro-5-methylphenyl)amino)-8,9-dihydroimidazo[1,2-a]pyrimido[5,4-e]pyrimidin-5(6H)-one